(S)-2-(6-(3-methyl-1H-pyrrolo[2,3-b]pyridin-5-yl)-1,2,3,4-tetrahydroisoquinoline-8-yl)pyrrolidine-1-carboxylic acid tert-butyl ester C(C)(C)(C)OC(=O)N1[C@@H](CCC1)C=1C=C(C=C2CCNCC12)C=1C=C2C(=NC1)NC=C2C